B(O)(O)O.C=1SC=C2C1C=CC=C2 2-benzothiophene-boric acid